CNC(C(=O)O)CC1=CC(=C(C(=C1)F)C(F)(F)F)F 2-(Methylamino)-3-(3,5-difluoro-4-(trifluoromethyl)phenyl)propanoic acid